CCCCCCCCC=CCCCCCCCCCCCCCCCCCCC 9-Nonacosene